(2-methoxyethyl)-1H-imidazole-2-carboxylic acid COCCN1C(=NC=C1)C(=O)O